BrC1=CC=C(C=C1)S(=O)(=O)NC1=CC(=C(C2=CC=CC=C12)O)C1=CC2=CC=C(C=C2C=C1)O 4-Bromo-N-(1,6'-dihydroxy-[2,2']binaphthalenyl-4-yl)-benzensulfonamid